4,4'-Dihydroxy-2',6'-dimethoxychalcone OC1=CC=C(C=C1)\C=C\C(=O)C1=C(C=C(C=C1OC)O)OC